FC(C1=CC=C(C=N1)N1CC(NC2=NC=CN=C21)CN)(F)F (4-(6-(trifluoromethyl)pyridin-3-yl)-1,2,3,4-tetrahydropyrazino[2,3-b]pyrazin-2-yl)methanamine